CC(=O)N(C)C1=C(C(=C(C(=C1I)C(=O)NCC(=O)NC2=C(C(=C(C(=C2I)C(=O)O)I)C(=O)NCCO)I)I)C(=O)NC)I The molecule is a benzenedicarboxamide compound having N-substituted carbamoyl groups at the 1- and 3-positions, iodo substituents at the 2-, 4- and 6-positions and an acetyl(methyl)amino group at the 5-position. It has a role as a radioopaque medium. It is an organoiodine compound, a benzenedicarboxamide and a member of benzoic acids.